NCCN(CC(=O)O)C(CN1C2=NC(=NC(=C2N=C1)N)N)=O N-(2-aminoethyl)-N-(2-(2,6-diamino-9H-purin-9-yl)acetyl)glycine